methyl (2R)-2-((tert-butoxycarbonyl)amino)-2-(4-((2-methylpentyl)oxy)phenyl)acetate C(C)(C)(C)OC(=O)N[C@@H](C(=O)OC)C1=CC=C(C=C1)OCC(CCC)C